N-(3-chlorophenyl)-1,2,4-trimethyl-5-(2-oxo-2-((4-(trifluoromethyl)tetrahydro-2H-pyran-4-yl)amino)acetyl)-1H-pyrrole-3-carboxamide ClC=1C=C(C=CC1)NC(=O)C1=C(N(C(=C1C)C(C(NC1(CCOCC1)C(F)(F)F)=O)=O)C)C